(R)-7-((6-chloro-[1,3]dioxolo[4,5-b]pyridin-7-yl)methoxy)-2-(1-cyclopropyl-2-hydroxy-2-methylpropyl)isoindolin-1-one ClC=1C(=C2C(=NC1)OCO2)COC=2C=CC=C1CN(C(C21)=O)[C@@H](C(C)(C)O)C2CC2